1,1'-bis(di-t-butylphosphinomethyl)ferrocene C(C)(C)(C)P(C(C)(C)C)C[C-]1C=CC=C1.[C-]1(C=CC=C1)CP(C(C)(C)C)C(C)(C)C.[Fe+2]